2-amino-4-(hydroxymethylphosphono)-butyric acid NC(C(=O)O)CCP(=O)(OCO)O